C(C1=CC=CC=C1)OC1=CC(=C(C(=O)Cl)C(=C1)C)OC 4-(benzyloxy)-2-methoxy-6-methylbenzoyl chloride